1-(3-(difluoromethoxy)phenyl)-3-formyl-N-(3-methyl-1,1-dioxidothietan-3-yl)-1H-indazole-5-carboxamide FC(OC=1C=C(C=CC1)N1N=C(C2=CC(=CC=C12)C(=O)NC1(CS(C1)(=O)=O)C)C=O)F